5-Ethyl-1H-pyrrolo[3,2-b]pyridin-3-amine C(C)C1=CC=C2C(=N1)C(=CN2)N